6-(6-(4-methoxypyridin-3-yl)-4-methyl-1H-pyrazolo[4,3-c]pyridin-1-yl)-4-((2R,3S)-2-methyl-3-((methylsulfonyl)methyl)azetidin-1-yl)-N-((1-methylpiperidin-4-yl)methyl)pyridin-2-amine COC1=C(C=NC=C1)C1=CC2=C(C(=N1)C)C=NN2C2=CC(=CC(=N2)NCC2CCN(CC2)C)N2[C@@H]([C@H](C2)CS(=O)(=O)C)C